NC(C(C(CC1C(NCC1)=O)NC(C(CC1CCCCC1)NC(OC(C(C)(C)C1=CC(=CC=C1)Cl)C1=CC=CC=C1)=O)=O)=O)=O 2-(3-chlorophenyl)-2-methyl-1-phenylpropyl (1-((4-amino-3,4-dioxo-1-(2-oxopyrrolidin-3-yl)butan-2-yl)amino)-3-cyclohexyl-1-oxopropan-2-yl)carbamate